diisopropyl 2,6-dimethylpyridine-3,5-dicarboxylate CC1=NC(=C(C=C1C(=O)OC(C)C)C(=O)OC(C)C)C